C1=CC=CC2=C1C(C1=C(O2)CCCCC1)=O 7,8,9,10-tetrahydrocyclohepta[b]benzopyran-11(6H)-one